C(CC1=CC=CC=C1)N1CCOC2=C(C1=O)C=CC(=C2)C2=CC=CC=C2 4-phenethyl-8-phenyl-3,4-dihydrobenzo[f][1,4]oxazepin-5(2H)-one